2-(7-fluoro-2,2-dimethyl-2H-benzopyran-4-yl)-4-(trifluoromethyl)benzoic acid methyl ester COC(C1=C(C=C(C=C1)C(F)(F)F)C1=CC(OC2=C1C=CC(=C2)F)(C)C)=O